O\N=C\C1N(C=CC=C1)C 2-[(E)-(hydroxyimino)methyl]-1-methylpyridine